tert-Butyl (3R)-3-[(1S)-2-tert-butoxy-2-oxo-1-[(3-tetrahydropyran-4-ylphenyl)methyl]ethyl]pyrrolidine-1-carboxylate C(C)(C)(C)OC([C@@H](CC1=CC(=CC=C1)C1CCOCC1)[C@@H]1CN(CC1)C(=O)OC(C)(C)C)=O